C=C (S,S)-ethylene